(3-(dimethylamino)phenyl)boronic acid CN(C=1C=C(C=CC1)B(O)O)C